C(C)(C)(C)C(=O)OC=1C=C(C=CC1OC(=O)C(C)(C)C)C1=NC2=CC(=CC(=C2C(C1OC(=O)C(C)(C)C)=O)OC(=O)C(C)(C)C)OC(=O)C(C)(C)C 2-(3,4-di-tert-butylcarbonyloxy-phenyl)-3,5,7-tri-tert-butylcarbonyloxy-quinolin-4-one